[5-(1-[(2E)-2-(aminomethyl)-3-fluoroprop-2-en-1-yl]-5-oxo-1,5-dihydro-4H-1,2,4-triazol-4-ylmethyl)thiophen-2-yl]-7-fluoro-2H-1,4-benzoxazin-3(4H)-one hydrochloride Cl.NC/C(/CN1N=CN(C1=O)CC1=CC=C(S1)C1OC2=C(NC1=O)C=CC(=C2)F)=C\F